tert-butyl (S)-(1-(3-(2-(ethoxymethyl)pyridin-4-yl)-1,2,4-oxadiazol-5-yl)ethyl)carbamate C(C)OCC1=NC=CC(=C1)C1=NOC(=N1)[C@H](C)NC(OC(C)(C)C)=O